ClC1=CC(=NC(=C1)NC=1C=C(C=CC1)C)C(=O)NC1CC2=CC=CC=C2C1 4-chloro-N-(2,3-dihydro-1H-inden-2-yl)-6-(m-tolylamino)picolinamide